ClC=1C=C(C=CC1C(F)(F)F)NC=1N(C2=NC(=NC=C2N1)NC1CCCC1)C1CCNCC1 N8-(3-chloro-4-(trifluoromethyl)phenyl)-N2-cyclopentyl-9-(piperidin-4-yl)-9H-purine-2,8-diamine